C(C)(C)(C)C1=NN=C2N1C(N(C1=C2N=C(N=C1)OC)CC1=CC=C(C=C1)Cl)=O 3-tert-butyl-6-(4-chlorobenzyl)-9-methoxypyrimido[4,5-e][1,2,4]triazolo[4,3-c]pyrimidin-5(6H)-one